5,10,15,20-tetra(3-thienyl)porphyrin S1C=C(C=C1)C=1C2=CC=C(N2)C(=C2C=CC(C(=C3C=CC(=C(C=4C=CC1N4)C4=CSC=C4)N3)C3=CSC=C3)=N2)C2=CSC=C2